FC=1C=C(C(C(=O)OC)=CC1B1OC(C(O1)(C)C)(C)C)C(=O)OC 1,2-dimethyl 4-fluoro-5-(4,4,5,5-tetramethyl-1,3,2-dioxaborolan-2-yl)phthalate